OC1(COC1)C1=CC=C(C=C1)C(=O)N1CCC(CC1)C1=CC=C(C=C1)SC(F)(F)F (4-(3-hydroxyoxetan-3-yl)phenyl)(4-(4-((trifluoromethyl)thio)phenyl)piperidin-1-yl)methanone